4-(aminomethyl)-3-(2-fluoro-3-((N-methylsulfamoyl)amino)benzyl)-2-oxo-2H-chromen-7-yl dimethylcarbamate hydrobromide Br.CN(C(OC1=CC=C2C(=C(C(OC2=C1)=O)CC1=C(C(=CC=C1)NS(NC)(=O)=O)F)CN)=O)C